Ethyl (S)-3-amino-3-(5-(4-fluoro-2-methyl-6-(pent-4-en-1-yloxy)phenyl)pyridin-3-yl)propanoate hydrochloride Cl.N[C@@H](CC(=O)OCC)C=1C=NC=C(C1)C1=C(C=C(C=C1OCCCC=C)F)C